(1R,4R,7R)-2-{2-[1-(cyclopropylmethyl)-1H-pyrrolo[2,3-b]pyridin-2-yl]-7-methoxy-1-(1-phenylazetidin-3-yl)-1H-1,3-benzodiazole-5-carbonyl}-2-azabicyclo[2.2.1]heptan-7-amine C1(CC1)CN1C(=CC=2C1=NC=CC2)C2=NC1=C(N2C2CN(C2)C2=CC=CC=C2)C(=CC(=C1)C(=O)N1[C@@H]2CC[C@H](C1)[C@H]2N)OC